BrC1=CC(=C(C(=C1)F)NC(C(C)(C)O)=O)F N-(4-bromo-2,6-difluorophenyl)-2-hydroxy-2-methylpropanamide